C(C)C=1C=CC(=C(C1)S(=O)(=O)NC1=NOC2=C1C=CC=C2C=2C=NN(C2)C)OC 5-Ethyl-2-methoxy-N-(7-(1-methyl-1H-pyrazol-4-yl)benzo[d]isoxazol-3-yl)benzenesulfonamide